bis(2-hydroxyethyl)benzenedicarboxylate OCCOC(=O)C=1C(=CC=CC1)C(=O)OCCO